(Z)-1-bromo-3,7-dimethyloctane-2,6-diene BrC\C=C(/CCC=C(C)C)\C